C12CN(CC(CC1)N2)C2=CC=C1C[C@@H](COC1=C2)NC(=O)C2=C(C=1C(=NC(=CN1)C)S2)N N-((3S)-7-(3,8-diazabicyclo[3.2.1]octan-3-yl)chroman-3-yl)-7-amino-3-methylthieno[2,3-b]pyrazine-6-carboxamide